The molecule is a member of the class of morpholines that is 2,6-dimethylmorpholine in which the hydrogen attached to the nitrogen is replaced by a tetradecyl group. The configuration at positions 2 and 6 is unknown or unspecified. It has a role as an antifungal agrochemical. It is a member of morpholines and a tertiary amino compound. CCCCCCCCCCCCCCN1CC(OC(C1)C)C